FC(C(=O)O)(F)F.FC(C(=O)N1C2C=C(CC1CC2)C=2C=CC=1N=CN=C(C1N2)NC2=CC(=C(C=C2)OC2=CC1=C(N(N=N1)C)C=C2)C)=C 2-fluoro-1-(3-(4-((3-methyl-4-((1-methyl-1H-benzo[d][1,2,3]triazol-5-yl)oxy)phenyl)amino)pyrido[3,2-d]pyrimidin-6-yl)-8-azabicyclo[3.2.1]oct-2-en-8-yl)prop-2-en-1-one trifluoroacetate